O1[C@@H]([C@@H](O)C(=O)C=2C(O)=CC(O)=CC12)C1=CC=C(O)C=C1 Aromadendrin